C1(CC1)COC1=CC(=C(C=C1)B(O)O)F 4-(CYCLOPROPYLMETHOXY)-2-FLUOROPHENYLBORONIC ACID